tert-butyl 3-(3-fluoro-4-(7-((3-(4-fluoropiperidin-1-yl) propyl) carbamoyl) benzo[d]imidazo[2,1-b]thiazol-2-yl) phenyl)-3-hydroxypyrrolidine-1-carboxylate FC=1C=C(C=CC1C=1N=C2SC3=C(N2C1)C=CC(=C3)C(NCCCN3CCC(CC3)F)=O)C3(CN(CC3)C(=O)OC(C)(C)C)O